9-(4-((1-(3-fluoropropyl)azetidin-3-ylidene)methyl)phenyl)-8-(4-methoxy-2-(trifluoromethyl)phenyl)-6,7-dihydro-5H-benzo[7]annulene-3-carboxylic acid FCCCN1CC(C1)=CC1=CC=C(C=C1)C1=C(CCCC2=C1C=CC(=C2)C(=O)O)C2=C(C=C(C=C2)OC)C(F)(F)F